BrC#CC1=C(C=CC=C1)C 1-(bromoethynyl)2-methylbenzene